Di-tert-butyl (3-hydroxypentane-1,5-diyl)dicarbamate OC(CCNC(OC(C)(C)C)=O)CCNC(OC(C)(C)C)=O